5-tert-butyl-2-(cyclopropoxy)benzenesulfonamide C(C)(C)(C)C=1C=CC(=C(C1)S(=O)(=O)N)OC1CC1